[Sn].NCN(C1=CC=CC(=C1)F)C1=CC=C(C=C1)F (Aminomethyl)-5-fluoro-N-(4-fluorophenyl)aniline tin